(2R)-2-amino-2-[4-(1H-1,2,4-triazol-1-yl)phenyl]ethyl di-tert-butyl phosphate P(=O)(OC[C@@H](C1=CC=C(C=C1)N1N=CN=C1)N)(OC(C)(C)C)OC(C)(C)C